(6-((5-bromo-2-((2-methoxy-5-(1-methyl-1H-pyrazole-4-yl)-4-(piperazin-1-yl)phenyl)amino)pyrimidin-4-yl)amino)-2,3-dimethylphenyl)dimethylphosphine oxide BrC=1C(=NC(=NC1)NC1=C(C=C(C(=C1)C=1C=NN(C1)C)N1CCNCC1)OC)NC1=CC=C(C(=C1P(C)(C)=O)C)C